CN(C)CC1=CC=C(S1)C=1N=C(NC1)C1N(CCCC1)C(C(C)SC)=O 1-(2-(4-(5-((dimethylamino)methyl)thiophen-2-yl)-1H-imidazol-2-yl)piperidin-1-yl)-2-(methylthio)propan-1-one